vinyl 8-methylnonanoate CC(CCCCCCC(=O)OC=C)C